FC(S(=O)(=O)OC1=CC(=C(C(=C1)O[Si](C)(C)C)[C@H]1[C@@H](CCC(=C1)C([2H])([2H])[2H])C(=C([2H])[2H])C([2H])([2H])[2H])O[Si](C)(C)C)(F)F (1'R,2'R)-5'-(methyl-d3)-2'-(prop-1-en-2-yl-d5)-2,6-bis((trimethylsilyl) oxy)-1',2',3',4'-tetrahydro-[1,1'-biphenyl]-4-yl trifluoromethanesulfonate